C(=O)(OC(C)(C)C)N1CCC(=CC1)S(=O)(=O)C(F)(F)F N-Boc-4-trifluoromethanesulfonyl-3,6-dihydro-2H-pyridine